ClC=1C=C(C=CC1)C1CC(N(C1)CN1C=NC=C1)=O 4-(3-chlorophenyl)-1-(1H-imidazol-1-ylmethyl)pyrrolidin-2-one